(5-(3,5-difluorophenyl)-4,5-dihydro-1H-pyrazol-1-yl)(3-((4-(hydroxymethyl)-1H-1,2,3-triazol-1-yl)methyl)-bicyclo[1.1.1]pentan-1-yl)methanone FC=1C=C(C=C(C1)F)C1CC=NN1C(=O)C12CC(C1)(C2)CN2N=NC(=C2)CO